7-amino-8-(3-methoxy-2,6-dimethylphenyl)-2,8-dihydro-3H-imidazo[1,2-a]pyrrolo[2,3-d]pyrimidine-6-carboxamide NC1=C(C=2C(=NC=3N(C2)CCN3)N1C1=C(C(=CC=C1C)OC)C)C(=O)N